CC(CNC1=NC=CC=N1)(C)C1CCNCC1 2-{[2-methyl-2-(piperidin-4-yl)propyl]amino}pyrimidin